CC=1CCC(C(C1)C=1C(=C(C(=CC1O)CCCCC)S(=O)(=O)N1CCCCC1)O)C(=C)C 5'-methyl-4-pentyl-3-(piperidin-1-ylsulfonyl)-2'-(prop-1-en-2-yl)-1',2',3',4'-tetrahydro-[1,1'-biphenyl]-2,6-diol